[K+].C(CC(=O)C)(=O)NC1=CC=C(S(=O)(=O)[O-])C=C1 N-(acetoacetyl)sulfanilic acid potassium salt